C(C)OC(=O)C1=C(N(C(C=2C=C(C(=NC12)Cl)C)=O)C1=C2C=NN(C2=CC=C1C)C1OCCCC1)N(C(=O)OC(C)(C)C)C(=O)OC(C)(C)C 7-(Bis(tert-butoxycarbonyl)amino)-2-chloro-3-methyl-6-(5-methyl-1-(tetrahydro-2H-pyran-2-yl)-1H-indazol-4-yl)-5-oxo-5,6-dihydro-1,6-naphthyridine-8-carboxylic acid ethyl ester